ClC=1C=CC(=C(C1)C1=CC(N(C=C1OC)C(C(=O)[O-])F)=O)N1N=NC(=C1)Cl 2-(4-(5-chloro-2-(4-chloro-1H-1,2,3-triazol-1-yl) phenyl)-5-methoxy-2-oxopyridin-1(2H)-yl)-2-fluoroacetate